NC(C([C@H](C[C@H]1C(NCC1)=O)NC(=O)[C@H]1N(CC2(CC2)C1)C(=O)C=1NC2=CC=CC=C2C1)=O)=O (S)-N-((S)-4-Amino-3,4-dioxo-1-((S)-2-oxopyrrolidin-3-yl)butan-2-yl)-5-(1H-indole-2-carbonyl)-5-azaspiro[2.4]heptane-6-carboxamide